N[C@@H](CS)C(=O)OCC=C allyl L-cysteinate